2-((1S,4R)-2-oxabicyclo[2.2.1]heptan-4-yl)-7-isopropoxy-N-(pyrazolo[1,5-a]pyrimidin-3-yl)imidazo[1,2-a]pyridine-6-carboxamide [C@H]12OC[C@](CC1)(C2)C=2N=C1N(C=C(C(=C1)OC(C)C)C(=O)NC=1C=NN3C1N=CC=C3)C2